10-((8Z,11Z)-heptadeca-8,11-dien-1-yl)-N,8,8-trimethyl-19-(2-octylcyclopropyl)-N-(prop-2-yn-1-yl)-7,9,11-trioxa-8-silanonadecan-1-amine C(CCCCCC\C=C/C\C=C/CCCCC)C(O[Si](OCCCCCCN(CC#C)C)(C)C)OCCCCCCCCC1C(C1)CCCCCCCC